C(C1=CC=CC=C1)SC=1C=C2CN(C(C2=CC1)OC)C(=O)OC(C)(C)C tert-Butyl 5-(benzylthio)1-methoxyisoindoline-2-carboxylate